COC1(NC=CC=N1)O 2-methoxypyrimidinol